anti-pregnanediol C(C[C@H]1CC[C@H]2[C@@H]3CCC4CCCC[C@]4(C)[C@H]3CC[C@]12C)(O)O